[2-(aminomethyl)pyridin-3-yl]methanol TFA salt OC(=O)C(F)(F)F.NCC1=NC=CC=C1CO